methyl (2-chlorophenyl) ((S)-2-((3-cyano-5-fluorobenzyl)oxy)octadecyl) phosphate P(=O)(OC)(OC1=C(C=CC=C1)Cl)OC[C@H](CCCCCCCCCCCCCCCC)OCC1=CC(=CC(=C1)F)C#N